(1r,4r)-4-(3-bromoanilino)-5'-ethynyl-1'-methyl-2'-oxo-1',2'-dihydrospiro[cyclohexane-1,3'-indole]-4-carboxylic acid BrC=1C=C(NC2(CCC3(C(N(C4=CC=C(C=C34)C#C)C)=O)CC2)C(=O)O)C=CC1